C1(CCCCC1)NCCC[Si](OC)(OC)OC N-(cyclohexyl)-3-aminopropyltrimethoxysilane